3-ethyl-N-butyl-pyridinium tetrafluoroborate F[B-](F)(F)F.C(C)C=1C=[N+](C=CC1)CCCC